tert-butyl N-methanesulfonylcarbamate CS(=O)(=O)NC(OC(C)(C)C)=O